SC(CCOCCN1C(N(C(N(C1=O)CCOCCC(C)S)=O)CCOCCC(C)S)=O)C 1,3,5-tris(2-(3-sulfanylbutyloxy)ethyl)-1,3,5-triazinane-2,4,6-trione